O1CCC(=CC1)C=1C=C(C=2N(C1)N=CC2C#N)C2=NC=C(N=C2)N2CC1N(C(C2)C1)CC1=NC=C(N=C1)O 6-(3,6-dihydro-2H-pyran-4-yl)-4-(5-(6-((5-hydroxypyrazin-2-yl)methyl)-3,6-diazabicyclo[3.1.1]heptan-3-yl)pyrazin-2-yl)pyrazolo[1,5-a]pyridine-3-carbonitrile